(S)-N-((R or S)-(4-chloro-2-methoxyphenyl)(4-fluorophenyl)methyl)-2-oxooxazolidine-5-carboxamide ClC1=CC(=C(C=C1)[C@H](NC(=O)[C@@H]1CNC(O1)=O)C1=CC=C(C=C1)F)OC |o1:7|